2-[(3-chloro-4-fluorophenyl)-[(3-fluoro-1-bicyclo[1.1.1]pentanyl)methoxy]methyl]-5-methyl-4-methylsulfonyl-1H-imidazole ClC=1C=C(C=CC1F)C(C=1NC(=C(N1)S(=O)(=O)C)C)OCC12CC(C1)(C2)F